COC1=C(C=CC=C1)S(=O)(=O)NC1=NOC2=C1C1=C(CCO1)C(=C2)CN2N=CC(=C2)CNC(OC)=O methyl ((1-((8-((2-methoxyphenyl)sulfonamido)-2,3-dihydrobenzofuro[7,6-d]isoxazol-4-yl)methyl)-1H-pyrazol-4-yl)methyl)carbamate